8-(4,4-difluorocyclohex-1-en-1-yl)-N-isopropylquinoline-3-carboxamide FC1(CC=C(CC1)C=1C=CC=C2C=C(C=NC12)C(=O)NC(C)C)F